C1(CC1)C1=NN(C(C1=NNC=1C(=C(C=CC1)C1=CC(=CC=C1)C(=O)O)O)=O)C1=CC(=C(C=C1)C)C 3'-{N'-[3-cyclopropyl-1-(3,4-dimethylphenyl)-5-oxo-1,5-dihydropyrazol-4-ylidene]hydrazino}-2'-hydroxybiphenyl-3-carboxylic acid